NC1=C(C(=NN1[C@H](C(F)(F)F)C)C1=CC=C(C=C1)CN)C#N 5-amino-3-[4-(aminomethyl)phenyl]-1-[(1S)-2,2,2-trifluoro-1-methyl-ethyl]pyrazole-4-carbonitrile